(4-(4-chloro-3-methylphenoxy)phenyl)-6,7-bis(2-methoxyethoxy)quinazolin-4-amine ClC1=C(C=C(OC2=CC=C(C=C2)C2=NC3=CC(=C(C=C3C(=N2)N)OCCOC)OCCOC)C=C1)C